3-((1-(imidazo[1,2-a]pyridin-3-yl)azetidin-3-yl)oxy)-4-methyl-N-(5-(trifluoromethyl)pyridin-3-yl)benzamide N=1C=C(N2C1C=CC=C2)N2CC(C2)OC=2C=C(C(=O)NC=1C=NC=C(C1)C(F)(F)F)C=CC2C